NC1=NC(=NC2=CC=CC=C12)C1=C(C=C2C(N(C=NC2=C1)CCC[C@H](C)NC=1C=NNC(C1C(F)(F)F)=O)=O)F (S)-4-amino-6'-fluoro-3'-(4-((6-oxo-5-(trifluoromethyl)-1,6-dihydropyridazin-4-yl)amino)pentyl)-[2,7'-biquinazolin]-4'(3'H)-one